2,5-dioxopyrrolidin-1-yl-3-acrylamido-1-(4-(trifluoromethyl) phenyl)-1,2,3,4-tetrahydroquinoline-5-carboxylate O=C1N(C(CC1)=O)C1N(C=2C=CC=C(C2CC1NC(C=C)=O)C(=O)[O-])C1=CC=C(C=C1)C(F)(F)F